NC1C(NCCN(C1)C(=O)OCC1=CC=CC=C1)=O benzyl 6-amino-5-oxo-1,4-diazacycloheptane-1-carboxylate